NC=1C2=C(N=CN1)N(C(=C2C2=CC=CC=1OCOC12)C#CC1CN(C1)[C@@H]1[C@@H](CN(CC1)C(C=C)=O)F)C(C)C 1-((3R,4S)-4-(3-((4-amino-5-(benzo[d][1,3]dioxol-4-yl)-7-isopropyl-7H-pyrrolo[2,3-d]pyrimidin-6-yl)ethynyl)azetidin-1-yl)-3-fluoropiperidin-1-yl)prop-2-en-1-one